lithium 3-((4-chloro-5-((3'-(3-chloropropoxy)-2,2'-dimethyl-[1,1'-biphenyl]-3-yl) methoxy)-2-formylphenoxy) methyl)-5-cyanobenzoate ClC1=CC(=C(OCC=2C=C(C(=O)[O-])C=C(C2)C#N)C=C1OCC=1C(=C(C=CC1)C1=C(C(=CC=C1)OCCCCl)C)C)C=O.[Li+]